CC(=CC(=O)O)CCCC(C)C 3,7-dimethyl-5E-octenoic acid